C(#N)C1C(C1)C(=O)NC1=NN(C=C1C(=O)N)C1(C(CN(CC1)CC1CCC(CC1)C1=CC=CC=C1)F)CC#N 3-[(2-cyanocyclopropanecarbonyl)amino]-1-[4-(cyanomethyl)-3-fluoro-1-[(4-phenylcyclohexyl)methyl]-4-piperidyl]pyrazole-4-carboxamide